5-bromo-2-(trifluoromethyl)pyridin-3-amine BrC=1C=C(C(=NC1)C(F)(F)F)N